neopentyl glycol (β-aziridinylpropionate) N1(CC1)CCC(=O)OCC(C)(CO)C